(S)-2-((tert-butoxycarbonyl)amino)-3-methoxypropionic acid C(C)(C)(C)OC(=O)N[C@H](C(=O)O)COC